6,7-dihydro-5H-pyrrolo[1,2-b][1,2,4]triazol-2-carboxamid N1=C2N(N=C1C(=O)N)CCC2